(6aR,9R)-7-allyl-4,6,6a,7,8,9-hexahydroindolo[4,3-fg]quinolin C(C=C)N1CCC=C2C3=C4C(C[C@@H]12)=CNC4=CC=C3